5-[4-[2-[2-[(2S,6R)-4-[4-(5-amino-1H-indazol-3-yl)-2-pyridyl]-2,6-dimethyl-piperazin-1-yl]ethoxy]ethyl]piperazin-1-yl]-2-(2,6-dioxo-3-piperidyl)isoindoline-1,3-dione NC=1C=C2C(=NNC2=CC1)C1=CC(=NC=C1)N1C[C@@H](N([C@@H](C1)C)CCOCCN1CCN(CC1)C=1C=C2C(N(C(C2=CC1)=O)C1C(NC(CC1)=O)=O)=O)C